C(C)(=O)O[C@@H]1[C@H](O[C@@H]([C@@H]([C@H]1OC(C)=O)OC(C)=O)Br)COC(C)=O (2R,3R,4S,5R,6R)-2-(acetoxymethyl)-6-bromotetrahydro-2H-pyran-3,4,5-trisyl triacetate